2-[(aminocarbonyl)amino]-5-[4-(morpholin-4-ylmethyl)phenyl]thiophene-3-carboxamide NC(=O)NC=1SC(=CC1C(=O)N)C1=CC=C(C=C1)CN1CCOCC1